(E)-2-(benzo[b]thiophen-3-ylmethylene)-1-cyclopropylbutane-1,3-dione S1C2=C(C(=C1)\C=C(\C(=O)C1CC1)/C(C)=O)C=CC=C2